thiazolenone S1NC(C=C1)=O